6-((2-((1R,5S)-1-(aminomethyl)-3-azabicyclo[3.1.0]hexan-3-yl)-1H-benzo[d]imidazol-1-yl)methyl)nicotinonitrile hydrochloride Cl.NC[C@@]12CN(C[C@H]2C1)C1=NC2=C(N1CC1=NC=C(C#N)C=C1)C=CC=C2